ClC=1C=C(C=CC1Cl)C=1N(C(=CC(C1C(=O)O)=O)CNC1=CC=C(C=C1)F)CC 2-(3,4-dichlorophenyl)-1-ethyl-6-[(4-fluoroanilino)methyl]-4-oxo-pyridine-3-carboxylic acid